OCC1CC(C1)C1=CC=CC=2N(C(N(C21)C)=O)C2C(NC(CC2)=O)=O 3-[4-[3-(Hydroxymethyl)cyclobutyl]-3-methyl-2-oxo-benzimidazol-1-yl]piperidine-2,6-dione